FC(C1=CC=C(CN2C(=NC3=C2C=C(C(=C3)F)F)N3C[C@H]([C@@H](CC3)F)N)C=C1)F (3R,4R)-1-(1-(4-(difluoromethyl)benzyl)-5,6-difluoro-1H-benzimidazol-2-yl)-4-fluoro-3-piperidinamine